CC1OC=2C(=C(C(=C(C2C2=C1C=CC=C2)O)C)CCCCC)C trimethyl-3-pentyl-6H-benzo[c]chromen-1-ol